N1-((8-amino-5,7-dichloroquinolin-2-yl)methyl)-N2,N2-dimethylethane-1,2-diamine NC=1C(=CC(=C2C=CC(=NC12)CNCCN(C)C)Cl)Cl